1-(2-(1-butyl-4-hydroxy-3-methyl-1H-pyrazol-5-yl)oxazol-4-yl)-5-methyl-1H-pyrazolo[3,4-c]pyridine-3-carboxamide C(CCC)N1N=C(C(=C1C=1OC=C(N1)N1N=C(C=2C1=CN=C(C2)C)C(=O)N)O)C